6-((5-methylpyridin-2-yl)amino)nicotinamide CC=1C=CC(=NC1)NC1=NC=C(C(=O)N)C=C1